NC1=C(C=C(C=N1)C=1C=C2N(N1)CCC21CN(CC1)C(=O)NCC)OCC1=CC=NN1C 2'-{6-amino-5-[(1-methyl-1H-pyrazol-5-yl)methoxy]pyridin-3-yl}-N-ethyl-5',6'-dihydrospiro[pyrrolidine-3,4'-pyrrolo[1,2-b]pyrazole]-1-carboxamide